ClC1=CC=C(CNC(NC2CC3(CC(C3)C(=O)N3CCN(CC3)C(=O)OC)C2)=O)C=C1 methyl 4-(6-(3-(4-chlorobenzyl)ureido) spiro[3.3]heptane-2-carbonyl)piperazine-1-carboxylate